3-{2-[(3-{[(5-methylfuran-2-yl)methyl]carbamoyl}phenyl)amino]pyrimidin-5-yl}benzoic acid CC1=CC=C(O1)CNC(=O)C=1C=C(C=CC1)NC1=NC=C(C=N1)C=1C=C(C(=O)O)C=CC1